5-bromo-6-fluoro-3-isopropyl-1-toluenesulfonyl-1H-pyrrolo[3,2-b]pyridine BrC1=C(C=C2C(=N1)C(=CN2S(=O)(=O)CC2=CC=CC=C2)C(C)C)F